isopropyl 9-((R)-1-((R)-1,1-dimethylethylsulfinamido)ethyl)-2-morpholino-4-oxo-4H-pyrido[1,2-a]pyrimidine-7-carboxylate CC(C)(C)[S@@](=O)N[C@H](C)C1=CC(=CN2C1=NC(=CC2=O)N2CCOCC2)C(=O)OC(C)C